C(C)(C)(C)C1(N=CC2=C(N1)C(=CN=C2N)C2COCC2)N 2-(tert-butyl)-8-(tetrahydrofuran-3-yl)pyrido[4,3-d]pyrimidine-2,5-diamine